FC=1C=C(C(=O)NC=2SC(=CN2)C2=CC=C(C=C2)F)C=C(C1O)C=O 3-fluoro-N-(5-(4-fluorophenyl)thiazol-2-yl)-5-formyl-4-hydroxybenzamide